N-Tris(hydroxymethyl)METHYL-GLYCINE OCC(NCC(=O)O)(CO)CO